FC=1C=CC(=NC1)NC(CN1C=2N(C(C3=C1C(N(C3)[C@H](COC)C)=O)=O)N=C(C2)C(C)C)=O N-(5-fluoropyridin-2-yl)-2-{6-[(2S)-1-methoxypropan-2-yl]-5,8-dioxo-2-(propan-2-yl)-5,6,7,8-tetrahydro-4H-pyrazolo[1,5-a]pyrrolo[3,4-d]pyrimidin-4-yl}acetamide